OC(CCCCCCCCCCCCC(=O)O)CCC(CCC)O 14,17-Dihydroxyicosanoic acid